ethoxy-6-methyl-2-oxo-2H-[1,2'-bipyridine]-3-carboxylic acid C(C)OC1=C(C(N(C(=C1)C)C1=NC=CC=C1)=O)C(=O)O